ClC1=NC2=NC(=CN=C2C(=N1)C1=C(C=C(C=C1)F)F)C 2-chloro-4-(2,4-difluorophenyl)-7-methyl-pteridine